N[C@@H](C)C=1C=NC(=NC1)C1=C(C=C(C#N)C=C1)OC=1N(N=C(C1)C1=NC=CC=C1)C 4-[5-[(1S)-1-aminoethyl]pyrimidin-2-yl]-3-(2-methyl-5-pyridin-2-ylpyrazol-3-yl)oxybenzonitrile